2-(4-(((3S,4R)-4-(4-fluorophenyl)piperidin-3-yl)methoxy)-phenoxy)-N,N-di-methylethan-1-amine hydrochloride Cl.FC1=CC=C(C=C1)[C@H]1[C@@H](CNCC1)COC1=CC=C(OCCN(C)C)C=C1